(R)-2-((1r,4R)-4-(6-fluoroquinolin-4-yl)cyclohexyl)-N-(4-(pentafluoro-λ6-sulfanyl)phenyl)propanamide FC=1C=C2C(=CC=NC2=CC1)C1CCC(CC1)[C@H](C(=O)NC1=CC=C(C=C1)S(F)(F)(F)(F)F)C